O1CC(C1)OC(=O)N1C(C2(C1)CNC2)C2=CC(=C1C(=N2)C(=CS1)C(NC)=O)C(F)(F)F (3-(methylcarbamoyl)-7-(trifluoromethyl)thieno[3,2-b]pyridin-5-yl)-2,6-diazaspiro[3.3]heptane-2-carboxylic acid oxetan-3-yl ester